BrC1=CC2=C(CC3(CCN(CC3)C)O2)C(=C1)F 6-bromo-4-fluoro-1'-methyl-3H-spiro[benzofuran-2,4'-piperidine]